3-((5-(1-(4-Methoxyphenyl)-5-phenyl-1H-pyrazole-3-yl)-4-phenyl-4H-1,2,4-triazole-3-yl)thio)propane-1-ol COC1=CC=C(C=C1)N1N=C(C=C1C1=CC=CC=C1)C=1N(C(=NN1)SCCCO)C1=CC=CC=C1